(2S,6R)-4-(4-aminocyclohexyl)-2,6-dimethylpiperazine-1-carboxylic acid tert-butyl ester C(C)(C)(C)OC(=O)N1[C@H](CN(C[C@H]1C)C1CCC(CC1)N)C